[(2S,4R)-4-Amino-1-(3-methyl-6-{[2-(3-methylpyridin-2-yl)-[1,3]thiazolo[5,4-c]pyridin-6-yl]amino}pyridin-2-yl)pyrrolidin-2-yl]methanol N[C@@H]1C[C@H](N(C1)C1=NC(=CC=C1C)NC1=CC2=C(C=N1)SC(=N2)C2=NC=CC=C2C)CO